[N+](=O)([O-])OC#N nitrocyanate